3,8-dihydroxy-1,10-phenanthroline OC=1C=NC2=C3N=CC(=CC3=CC=C2C1)O